C12=CC=C(C=C2CC1)[C@H]([C@H]1O[C@H]([C@@H]([C@@H]1O)O)N1C=C(C2=C1N=CN=C2Cl)F)OC(C2=CC=C(C=C2)C2=CC=CC=C2)=O [(R)-4-bicyclo[4.2.0]octa-1,3,5-trienyl-[(2S,3S,4R,5R)-5-(4-chloro-5-fluoro-pyrrolo[2,3-d]pyrimidin-7-yl)-3,4-dihydroxy-tetrahydrofuran-2-yl]methyl]4-phenylbenzoate